5-(aminomethyl)-N-[4-[4-(3,5-dichlorophenyl)piperazin-1-yl]sulfonylphenyl]-2-[methyl(methylsulfonyl)amino]benzamide NCC=1C=CC(=C(C(=O)NC2=CC=C(C=C2)S(=O)(=O)N2CCN(CC2)C2=CC(=CC(=C2)Cl)Cl)C1)N(S(=O)(=O)C)C